(E)-4-(2-nitrovinyl)Benzoic Acid [N+](=O)([O-])/C=C/C1=CC=C(C(=O)O)C=C1